C(C)(C)(C)C1=NC=C(C=N1)C(=O)NC=1C(=NC=CC1C1=NC=CC=C1F)[C@@H]1OCC(CC1)(F)F |r| rac-2-(tert-butyl)-N-(2'-(5,5-difluorotetrahydro-2H-pyran-2-yl)-3-fluoro-[2,4'-bipyridin]-3'-yl)pyrimidine-5-carboxamide